tert-butyl (2-(2-(((1r,4r)-4-((5-chloro-4-(5-(cyclopropylmethyl)-1-methyl-1H-pyrazol-4-yl)pyrimidin-2-yl)amino)cyclohexyl)amino)acetamido)ethyl)carbamate ClC=1C(=NC(=NC1)NC1CCC(CC1)NCC(=O)NCCNC(OC(C)(C)C)=O)C=1C=NN(C1CC1CC1)C